5-methylindoline-2,3-dione CC=1C=C2C(C(NC2=CC1)=O)=O